(2-fluoro-6-(trifluoromethyl)benzyl)-5-(1H-imidazol-1-yl)-1H-pyrazolo[4,3-b]pyridine-7-carboxamide FC1=C(CN2N=CC3=NC(=CC(=C32)C(=O)N)N3C=NC=C3)C(=CC=C1)C(F)(F)F